OC1C(CNC2=C3N=CN(C3=NC=N2)[C@H]2[C@@H](O)[C@H](O)[C@H](O2)CO)(OC=C1)OC 6-(3-hydroxy-2-methoxyfurfurylamino)-9-β-D-arabinofuranosylpurine